3-(5-(9-(4-((3R,5R)-5-((1,5-dimethyl-6-oxo-1,6-dihydropyridazin-4-yl)amino)-1-methylpiperidin-3-yl)benzoyl)-3,9-diazaspiro[5.5]undecan-3-yl)-3-methylpyridin-2-yl)piperidine-2,6-dione CN1N=CC(=C(C1=O)C)N[C@@H]1C[C@@H](CN(C1)C)C1=CC=C(C(=O)N2CCC3(CCN(CC3)C=3C=C(C(=NC3)C3C(NC(CC3)=O)=O)C)CC2)C=C1